CC1=C(C=CC=C1C)N1CCN(CC1)C(CN1N=C(C2=C1C[C@@H]1[C@H]2C1)C(=O)N1CCN(CC1)CCO)=O 1-[4-(2,3-Dimethylphenyl)piperazin-1-yl]-2-{(3bR,4aR)-3-[4-(2-hydroxyethyl)piperazin-1-carbonyl]-3b,4,4a,5-tetrahydro-1H-cyclopropa[3,4]cyclopenta[1,2-c]pyrazol-1-yl}ethan-1-on